2,4,6-triformylbenzene-1,3,5-triaminium C(=O)C1=C(C(=C(C(=C1[NH3+])C=O)[NH3+])C=O)[NH3+]